BrC=1N=C(C(=NC1)OC1CN(CC1)C(=O)OC(C)(C)C)I tert-butyl 3-((5-bromo-3-iodopyrazin-2-yl)oxy)pyrrolidine-1-carboxylate